BrC1=NN2C(C(=NCC2)C)=C1 2-bromo-4-methyl-6,7-dihydropyrazolo[1,5-a]pyrazine